C(C1=CC=CC=C1)N(CCO)CC1(CC1)NC(OC(C)(C)C)=O tert-butyl (1-((benzyl(2-hydroxyethyl)amino)methyl)cyclopropyl)carbamate